ethyl 4-(5,6-dimethoxy-benzo[b]thiophen-2-yl)-4-oxobutyrate COC1=CC2=C(SC(=C2)C(CCC(=O)OCC)=O)C=C1OC